2-Bromo-5-ethynyl-N-isopropyl-pyridin-4-amine BrC1=NC=C(C(=C1)NC(C)C)C#C